IC1=CC=C(OCCN2CCN(CC2)C(=O)OC(C)(C)C)C=C1 tert-butyl 4-[2-(4-iodophenoxy)ethyl]piperazine-1-carboxylate